N[C@@H](CCCCN)C(=O)N=[N+]=[N-] Lysine-azide